tert-Butyl 1,1-difluoro-2-{(E)-2-[4-fluoro-2-(trifluoromethyl)phenyl]ethenyl}-6-azaspiro[2.5]octane-6-carboxylate FC1(C(C12CCN(CC2)C(=O)OC(C)(C)C)\C=C\C2=C(C=C(C=C2)F)C(F)(F)F)F